FC1=C(COC=2C=C3CCC(C3=CC2)N2CC(C2)C(=O)O)C=CC=C1 1-(5-((2-fluorobenzyl)oxy)-2,3-dihydro-1H-inden-1-yl)azetidine-3-carboxylic acid